(2S,4S)-2-(4-bromo-7-methoxynaphthalen-1-yl)piperidin-4-ol BrC1=CC=C(C2=CC(=CC=C12)OC)[C@H]1NCC[C@@H](C1)O